(R)-5-(2-benzyl-4-(methylsulfonyl)piperazin-1-yl)-3-methyl-1H-pyrazolo[3,4-c]pyridine C(C1=CC=CC=C1)[C@H]1N(CCN(C1)S(=O)(=O)C)C=1C=C2C(=CN1)NN=C2C